FC1=CC2=C(SC(=C2CCNC2=CC(=NC=N2)C2=CC=C(N2)C)C)C(=C1)C 5-{6-[2-(5-Fluoro-2,7-dimethyl-benzo[b]thiophen-3-yl)-ethylamino]-pyrimidin-4-yl}-2-methyl-1H-pyrrol